N1(CCCCC1)C(=O)ONC=1N=CC2=C(N1)N(C(C(=C2)Cl)=O)C2C(CCC2)C ((6-chloro-8-(2-methylcyclopentyl)-7-oxo-7,8-dihydropyrido[2,3-d]pyrimidin-2-yl) amino) piperidine-1-carboxylate